ClC=1C(=NC(=NC1)NC1CCOCC1)C1=CC=C2CN(C(C2=C1)=O)CC(=O)NC(C)C1=CC=C(C=C1)N1C=NC=C1 2-(6-{5-chloro-2-[(oxan-4-yl)amino]pyrimidin-4-yl}-1-oxo-2,3-dihydro-1H-isoindol-2-yl)-N-{1-[4-(1H-imidazol-1-yl)phenyl]ethyl}acetamide